BrC=1C(=C2C=CCC(C2=CC1)CC)B(O)O (6-bromo-1,2-dihydroethylnaphthalen-5-yl)boronic acid